C1(CC1)C=1C=C(OC=2C=NC=C(C2C(=O)NCC(F)C2=C(C=C(C=C2)Cl)Cl)OC)C=CC1 3-(3-cyclopropyl-phenoxy)-N-[2-(2,4-dichlorophenyl)-2-fluoro-ethyl]-5-methoxy-pyridine-4-carboxamide